OC1=C(OC2=CC(=CC(=C2C1=O)O)O)C1=CC=C(C=C1)O 3,5,7-trihydroxy-2-(4-hydroxyphenyl)-4H-chromen-4-one